C(C)(=O)OCCC[N+](=O)[O-] nitro-propyl acetate